4-[5-amino-2-(3-cyanophenyl)pyrazolo[1,5-a]pyrimidin-3-yl]-6-methyl-pyridine-2-carboxamide NC1=NC=2N(C=C1)N=C(C2C2=CC(=NC(=C2)C)C(=O)N)C2=CC(=CC=C2)C#N